diphenyl-(2,4,6-trimethylbenzoyl)diphenylphosphine oxide C1(=CC=CC=C1)C=1C(=C(C=CC1)P(C1=CC=CC=C1)(C(C1=C(C=C(C=C1C)C)C)=O)=O)C1=CC=CC=C1